O=C1NCC(C1C(=O)NC1=C(C(=C(C=C1)F)F)F)C1=CC=C(C=C1)C(F)(F)F 2-oxo-4-[4-(trifluoromethyl)phenyl]-N-(2,3,4-trifluorophenyl)pyrrolidine-3-carboxamide